O1C=CC=2C(=NC=CC21)C2=C(C=C(C(=O)N[C@@H]1CC[C@H](CC1)C(C)(C)O)C=C2)C 4-(furo[3,2-c]pyridin-4-yl)-N-[trans-4-(2-hydroxypropan-2-yl)cyclohexyl]-3-methylbenzamide